C(C)(C)(C)N1S(OC[C@H]1C)(=O)=O Tert-butyl-(4R)-4-methyl-1,2,3-oxathiazolidine-2,2-dioxide